ClC=1C=CC2=C(OCCCC2=O)C1 8-chloro-3,4-dihydrobenzo[b]oxepin-5(2H)-one